(Z)-(4-((3-(7-((3-fluoropiperidin-4-yl)amino)-3-(2,2,2-trifluoroethyl)benzo[b]thiophen-2-yl)prop-2-yn-1-yl)amino)-3-methoxyphenyl)dimethylphosphine oxide FC1CNCCC1NC1=CC=CC2=C1SC(=C2CC(F)(F)F)C#CCNC2=C(C=C(C=C2)P(C)(C)=O)OC